C(C)OC(=O)C1(CN(CC12CN(C2)C(=O)OC(C)(C)C)C(=O)C=2C=NN(C2)CC2=CC=CC=C2)C 6-(1-benzyl-1H-pyrazole-4-carbonyl)-8-methyl-2,6-diazaspiro[3.4]octane-2,8-dicarboxylic acid 2-(tert-butyl) 8-ethyl ester